ClC1=CC(=C(COC2=CC=CC(=N2)N2CC3=NN(C=C3C2)CC2=NC3=C(N2CC2(COC2)OC)C=C(C=C3)C(=O)O)C=C1)F 2-((5-(6-((4-chloro-2-fluorobenzyl)oxy)pyridin-2-yl)-5,6-dihydropyrrolo[3,4-c]pyrazol-2(4H)-yl)methyl)-1-((3-methoxyoxetan-3-yl)methyl)-1H-benzo[d]imidazole-6-carboxylic acid